The molecule is a branched tetrasaccharide derivative consisting of a linear trisaccharide unit of beta-L-rhamnose, beta-D-glucose and N-acetyl-beta-D-galactosamine residues linked sequentially (1->4) and (1->3), to the N-acetylgalactosamine residue of which is also linked (1->4) an alpha-L-rhamnosyl residue, the whole linked glycosidically to a 5-aminopentyl group. It is a tetrasaccharide derivative and a glycoside. C[C@H]1[C@@H]([C@H]([C@H]([C@H](O1)O[C@@H]2[C@H](O[C@H]([C@@H]([C@H]2O)O)O[C@@H]3[C@H]([C@@H](O[C@@H]([C@@H]3O[C@H]4[C@@H]([C@@H]([C@H]([C@@H](O4)C)O)O)O)CO)OCCCCCN)NC(=O)C)CO)O)O)O